[Na].C(C)N(C1=NC(=CC(=N1)O)C)CC 2-diethylamino-6-methyl-4-hydroxypyrimidine sodium salt